ClC1=C(C(=CC=C1)F)CC(=O)NC1=CC(=NC=C1)N(C(C)=O)C1=CC(=CC=C1)C#N N-{4-[2-(2-chloro-6-fluorophenyl)acetylamino]pyridin-2-yl}-N-(3-cyanophenyl)acetamide